2-(6,7-dihydro-5H-pyrrolo[1,2-c]imidazol-1-yl)-N-(thiazol-2-yl)acetamide C1(=C2N(C=N1)CCC2)CC(=O)NC=2SC=CN2